CNC(C[C@@H](C)NC(=O)C=1C=NC2=C(C=CC=C2C1)C1=CCC(CC1)C(F)(F)F)=O N-((R)-4-(methylamino)-4-oxobutan-2-yl)-8-(4-(trifluoromethyl)cyclohex-1-en-1-yl)quinoline-3-carboxamide